1-tert-butyl 4-methyl 4-(2-bromophenoxy)piperidine-1,4-dicarboxylate BrC1=C(OC2(CCN(CC2)C(=O)OC(C)(C)C)C(=O)OC)C=CC=C1